butyl (2S)-2-methylpiperazine-1-carboxylate C[C@@H]1N(CCNC1)C(=O)OCCCC